5-Methoxypyridine-2-carboxamidine hydrochloride Cl.COC=1C=CC(=NC1)C(=N)N